N,N-diethyl-2R-hydroxy-2-phenylacetamide C(C)N(C([C@@H](C1=CC=CC=C1)O)=O)CC